CC(C)C1SSC(S1)C(C)C 3,5-bis(1-methylethyl)-1,2,4-trithiolane